4-nitro-3-phenylbutan-1-one [N+](=O)([O-])CC(CC=O)C1=CC=CC=C1